FC=1C=C(C(=NC1)\C=N\O)C(F)(F)F (E)-N-[[5-fluoro-3-(trifluoromethyl)pyridin-2-yl]methylene]hydroxylamine